3-[2-[2-[2-[2-[2-[2-[2-[2-[2-[2-[2-(3-tert-butoxy-3-oxo-propoxy)ethoxy]ethoxy]ethoxy]ethoxy]ethoxy]ethoxy]ethoxy]ethoxy]ethoxy]ethoxy]ethoxy]propanoic acid C(C)(C)(C)OC(CCOCCOCCOCCOCCOCCOCCOCCOCCOCCOCCOCCOCCC(=O)O)=O